1-methyl-4-(6-methyl-3',6'-dihydro[3,4'-bipyridin]-1'(2'H)-yl)-2-oxo-1,2-dihydroquinoline CN1C(C=C(C2=CC=CC=C12)N1CCC(=CC1)C=1C=NC(=CC1)C)=O